CON(C(=O)NCC1=CC=C(C=C1)C1=NOC(=N1)C(F)(F)F)C 1-Methoxy-1-methyl-3-[[4-[5-(trifluoromethyl)-1,2,4-oxadiazol-3-yl]phenyl]methyl]urea